NCC=1C=NC(=NC1)C1=C(C=C(C#N)C=C1)C(=O)C1=CN=C(O1)N1CCOCC1 4-[5-(aminomethyl)pyrimidin-2-yl]-3-(2-morpholin-4-yl-1,3-oxazole-5-carbonyl)benzonitrile